5-isobutyl-8-(1-methyl-3-phenyl-4,5,6,7-tetrahydro-2H-isoindol-2-yl)naphthalen-2-ol C(C(C)C)C1=C2C=CC(=CC2=C(C=C1)N1C(=C2CCCCC2=C1C1=CC=CC=C1)C)O